CN(S(=O)(=O)C1=C2C=CC=C(C2=CC=C1)NC([C@H](CC1=CC=CC=C1)NC(=O)C1CCCCC1)=O)C (S)-N-(1-(5-(N,N-dimethylsulfamoyl)naphthalen-1-ylamino)-1-oxo-3-phenylpropan-2-yl)cyclohexanecarboxamide